7-{1-[1-(2,3-difluorophenyl)-1H-1,2,3-triazol-4-yl]propyl}-5-[2-(trifluoromethyl)pyrimidin-5-yl]-7H-pyrrolo[2,3-d]pyrimidin-4-amine FC1=C(C=CC=C1F)N1N=NC(=C1)C(CC)N1C=C(C2=C1N=CN=C2N)C=2C=NC(=NC2)C(F)(F)F